hydroxypropyl-acrylate OCCCOC(C=C)=O